8-((2s,5r)-4-((4-chlorophenyl)(2-methylpyrimidin-5-yl)methyl)-2,5-dimethylpiperazin-1-yl)-5-methyl-6-oxo-5,6-dihydro-1,5-naphthyridine-2-carbonitrile ClC1=CC=C(C=C1)C(N1C[C@@H](N(C[C@H]1C)C1=CC(N(C=2C=CC(=NC12)C#N)C)=O)C)C=1C=NC(=NC1)C